FC=1C=C(C=CC1)C1=CC(=C(S1)C(=O)N[C@@H]1CN(CCC1)CCOCCOCCNC[C@H](COC1=CC(=CC=C1)OCCC1=CC=CC=C1)O)NC(=O)N 5-(3-fluorophenyl)-N-((S)-1-(2-(2-(2-(((R)-2-hydroxy-3-(3-phenethoxyphenoxy)propyl)amino)ethoxy)ethoxy)ethyl)piperidin-3-yl)-3-ureidothiophene-2-carboxamide